(5-bromo-2-fluorophenyl)-3-(trifluoromethyl)benzene-1-sulfonamide BrC=1C=CC(=C(C1)C1=C(C=CC=C1C(F)(F)F)S(=O)(=O)N)F